1-(2-(3-(Difluoromethyl)-5-methyl-1H-pyrazol-1-yl)-4-nitrophenyl)ethan-1-one FC(C1=NN(C(=C1)C)C1=C(C=CC(=C1)[N+](=O)[O-])C(C)=O)F